5-chloro-N-(1-(methyl-d3)-1H-pyrazol-4-yl)-4-((3aR,6aS)-3a-methyl-hexahydropyrrolo[3,4-c]pyrrol-2(1H)-yl)pyrimidin-2-amine dihydrochloride Cl.Cl.ClC=1C(=NC(=NC1)NC=1C=NN(C1)C([2H])([2H])[2H])N1C[C@@H]2CNC[C@@]2(C1)C